C(C)(C)(C)OC(=O)N1C[C@H]2N(C3=C(NCC2)C=C(C=C3)Br)CC1 (S)-9-bromo-1,2,4a,5,6,7-hexahydrobenzo[b]pyrazino[1,2-d][1,4]diazepine-3(4H)-carboxylic acid tert-butyl ester